C(N)(=O)C1=C(C=CC(=C1)C=1C=NN(C1)C)NC(CC(=O)OCC)=O ethyl 3-((2-carbamoyl-4-(1-methyl-1H-pyrazol-4-yl) phenyl) amino)-3-oxopropanoate